N[S@](=NC(CC1=C(C=C(C=C1C(C)C)C(F)F)C(C)C)=O)(=O)C1=C(C=C(C=C1)CN(C)C)F |o1:1| (R) or (S)-N-(amino(4-((dimethylamino)methyl)-2-fluorophenyl)(oxo)-λ6-sulfaneylidene)-2-(4-(difluoromethyl)-2,6-diisopropylphenyl)acetamide